2-[(1r,4r)-4-[[1-(2-fluoroethyl)-4-[[4-(trifluoromethyl)phenyl]methyl]-pyrrolo[2,3-b]pyridine-3-carbonyl]amino]cyclohexyl]acetic acid FCCN1C=C(C=2C1=NC=CC2CC2=CC=C(C=C2)C(F)(F)F)C(=O)NC2CCC(CC2)CC(=O)O